[Ce+4].[Ce+3] cerium(III)-cerium (IV)